OC1=C(C(=O)C2=CC=CC=C2)C=CC(=C1)OCCCCCCCC 2-Hydroxy-4-(octyloxy)benzophenone